(4-butoxy-3-methoxy-phenyl)-[2-methyl-6-(trifluoromethyl)spiro[3,4-dihydropyrrolo[1,2-a]pyrazine-1,4'-piperidine]-1'-yl]methanone C(CCC)OC1=C(C=C(C=C1)C(=O)N1CCC2(CC1)C=1N(CCN2C)C(=CC1)C(F)(F)F)OC